o-bromo-β-nitrostyrene BrC1=C(C=C[N+](=O)[O-])C=CC=C1